6-Hydroxy-5-[(2-methoxy-5-methyl-4-sulfophenyl)diazenyl]naphthalene-2-sulfonic acid disodium salt [Na+].[Na+].OC=1C(=C2C=CC(=CC2=CC1)S(=O)(=O)[O-])N=NC1=C(C=C(C(=C1)C)S(=O)(=O)[O-])OC